O1C(C1)COC1=CC=C(C=C1)C1C=CC(C=C1)C1=CC=C(C=C1)OCC1OC1 1,4-bis{4-(oxiranylmethoxy)phenyl}-2,5-cyclohexadiene